N-[5-(2-cyanopyrimidin-4-yl)-4-fluoro-2-[(3R,5S)-3,4,5-trimethylpiperazin-1-yl]phenyl]-6-oxo-4-(trifluoromethyl)-1H-pyridine-3-carboxamide C(#N)C1=NC=CC(=N1)C=1C(=CC(=C(C1)NC(=O)C1=CNC(C=C1C(F)(F)F)=O)N1C[C@H](N([C@H](C1)C)C)C)F